Hydroxypropyl-butyrate OCCCOC(CCC)=O